N-(3,5-difluoro-4-((7-(2-hydroxy-2-methylpropoxy)-6-methoxyquinolin-4-yl)oxy)phenyl)-4-methoxypyridine-3-carboxamide FC=1C=C(C=C(C1OC1=CC=NC2=CC(=C(C=C12)OC)OCC(C)(C)O)F)NC(=O)C=1C=NC=CC1OC